6-{[(1R,2R)-2-hydroxycyclohexyl]amino}imidazo[1,2-b]pyridazine-3-carbonitrile O[C@H]1[C@@H](CCCC1)NC=1C=CC=2N(N1)C(=CN2)C#N